N-(2-(3-(Dimethylamino)propoxy)-5-(3'-methyl-2'-oxo-2',3'-dihydrospiro[cyclopropane-1,1'-pyrrolo[2,3-c]quinolin]-8'-yl)pyridin-3-yl)cyclopropanesulfonamide CN(CCCOC1=NC=C(C=C1NS(=O)(=O)C1CC1)C1=CC=2C3=C(C=NC2C=C1)N(C(C31CC1)=O)C)C